C1=CC=C(C=2C3=CC=CC=C3NC12)[C@@H](C)NC(C1=C(C=CC(=C1)OC1CNC1)C)=O (R)-N-(1-(9H-carbazol-4-yl)ethyl)-5-(azetidin-3-yloxy)-2-methylbenzamide